FC(C(=O)N1CC=2N=C(N=C(C2CC1)C1=NN(C=C1)C)C1=CC=C(C=C1)C(F)(F)F)=C 2-fluoro-1-(4-(1-methyl-1H-pyrazol-3-yl)-2-(4-(trifluoromethyl)phenyl)-5,8-dihydropyrido[3,4-d]pyrimidin-7(6H)-yl)prop-2-en-1-one